13Z-octadeca-9,11,13-trienoic acid C(CCCCCCCC=CC=C\C=C/CCCC)(=O)O